C[C@H](CN[C@H](C)C1=CC=CC2=CC=CC=C12)CC (2S,αR)-2-Methylbutyl-α-1-naphthylethylamine